O=C1NC(CCC1N1C(C2=CC=C(C=C2C1=O)NCCCOCCCOC1=CC=C(C=C1)\C(=C(\CC)/C1=CC=CC=C1)\C1=CC=C(C=C1)O)=O)=O (Z)-2-(2,6-Dioxopiperidin-3-yl)-5-((3-(3-(4-(1-(4-hydroxyphenyl)-2-phenylbut-1-en-1-yl)phenoxy)propoxy)propyl)amino)isoindolin-1,3-dion